Copper (II) methoxyethoxyethoxide COCCOC([O-])C.[Cu+2].COCCOC([O-])C